2-phenylmalonic acid C1(=CC=CC=C1)C(C(=O)O)C(=O)O